(Z)-N'-(4-((tert-butyldimethylsilyl)oxy)-2-ethylphenyl)-4-(((1R,2s,3S,5s,7s)-5-hydroxyadamantan-2-yl)amino)-6-(6-methoxypyridin-3-yl)pyrrolo[1,2-b]pyridazine-3-carboximidamide [Si](C)(C)(C(C)(C)C)OC1=CC(=C(C=C1)\N=C(/N)\C1=C(C=2N(N=C1)C=C(C2)C=2C=NC(=CC2)OC)NC2[C@@H]1CC3CC(C[C@@H]2C3)(C1)O)CC